FC(S(=O)(=O)C1=CC=C(C=C1)COC=1C=C2CCN3[C@@H](C2=CC1OC)C[C@H]([C@@H](C3)CC(C)(C)C)O)F (2R,3R,11bR)-9-[(4-difluoromethylsulfonylphenyl)methoxy]-3-(2,2-dimethylpropyl)-10-methoxy-1H,2H,3H,4H,6H,7H,11bH-pyrido[2,1-a]isoquinolin-2-ol